NC=1SC(=C(C1C(=O)OCC)C1=CC=CC=C1)C1=NN(C=C1)C(C)C Ethyl 2-amino-5-(1-isopropyl-1H-pyrazol-3-yl)-4-phenylthiophene-3-carboxylate